C1(CC1)NC(=O)C=1C=NN2C1N=C(C=C2NCCN2CCOCC2)NC=2C(=NC=CC2)OC N-cyclopropyl-5-((2-methoxypyridin-3-yl)amino)-7-((2-morpholinoethyl)amino)pyrazolo[1,5-a]pyrimidine-3-carboxamide